COCCOC1=C(C=C2C(=NC(N(C2=C1)C)=O)N1CCOCC2=C1C=CC=C2C#CC2(CC2)C(F)(F)F)C#N 7-(2-methoxyethoxy)-1-methyl-2-oxo-4-(6-((1-(trifluoromethyl)cyclopropyl)ethynyl)-2,3-dihydrobenzo[e][1,4]oxazepin-1(5H)-yl)-1,2-dihydroquinazoline-6-carbonitrile